decylenediamine 2,5-furandicarboxylate O1C(=CC=C1C(=O)O)C(=O)O.C(CCCCCCCCCN)N